C(C)(C)(C)OC(=O)N[C@@H](CC1=CC=C(C=C1)O)C(=O)O Nα-tert-butoxycarbonyl-tyrosine